2-(4,5-dichloro-6-oxopyridazin-1(6H)-yl)propanoic acid ClC=1C=NN(C(C1Cl)=O)C(C(=O)O)C